OCCOC1=CC(=NC=C1)C=1N=C(C2=C(N1)CCC2)N(CC(=O)N2CCC1=CC(=CC=C21)OC)C 2-({2-[4-(2-hydroxyethoxy)pyridin-2-yl]-5H,6H,7H-cyclopenta[d]pyrimidin-4-yl}(methyl)amino)-1-(5-methoxy-2,3-dihydro-1H-indol-1-yl)ethan-1-one